(6-bromo-pyridin-2-yl)-methyl-carbamic acid tert-butyl ester C(C)(C)(C)OC(N(C)C1=NC(=CC=C1)Br)=O